(4-vinylphenyl)sodium phosphonate P(O)(O)=O.C(=C)C1=CC=C(C=C1)[Na]